C(C)OC(CN1N=C(C2=C(C1=O)SC(=N2)Br)C(C)C)=O.SCCSC(C)C 2-(2-mercaptoethylthio)propane ethyl-2-(2-bromo-4-isopropyl-7-oxothiazolo[4,5-d]pyridazin-6(7H)-yl)acetate